(R)-2-methyl-N-((5-(trifluoromethyl)pyridin-2-yl)methyl)butan-1-amine C[C@@H](CNCC1=NC=C(C=C1)C(F)(F)F)CC